tert-butyl 2-(N-trideuterio methylamino)acetate TFA salt OC(=O)C(F)(F)F.[2H]C(NCC(=O)OC(C)(C)C)([2H])[2H]